NCCC1=CC=C(C=C1)C1(CN(CC1)C(=O)OC(C)(C)C)O tert-Butyl 3-(4-(2-aminoethyl)phenyl)-3-hydroxypyrrolidine-1-carboxylate